ClC1=CC(=C(OCC=2C=NC=C(C#N)C2)C=C1OCC=1C(=C(C=CC1)C1=C(C(=CC=C1)C1=CC(=CC=C1)OCC(OCC)OCC)C)C)CN[C@@H]1[C@H](CCCC1)O 5-((4-chloro-5-((3''-(2,2-diethoxyethoxy)-2,2'-dimethyl-[1,1':3',1''-terphenyl]-3-yl)methoxy)-2-((((1S,2S)-2-hydroxycyclohexyl)amino)methyl)phenoxy)methyl)nicotinonitrile